NC1=CC=C(C=N1)C1=C(C=NN1C)C#N 5-(6-aminopyridin-3-yl)-1-methyl-1H-pyrazole-4-carbonitrile